4,4,5,5-tetramethyl-2-(methyl-d3)-1,3,2-dioxaborolane CC1(OB(OC1(C)C)C([2H])([2H])[2H])C